(R)-N-(2-(4-Cyanothiazolidin-3-yl)-2-oxoethyl)-6-(3-methoxypropyl)quinoline-4-carboxamide C(#N)[C@H]1N(CSC1)C(CNC(=O)C1=CC=NC2=CC=C(C=C12)CCCOC)=O